FC1([C@@H](O[C@@H]([C@H]1O)CO)N1C(N=C(C=C1)NC(=O)C1=NC=C(C=C1)C1=CC=CC=C1)=O)F N-(1-((2R,4R,5R)-3,3-difluoro-4-hydroxy-5-(hydroxymethyl)tetrahydrofuran-2-yl)-2-oxo-1,2-dihydropyrimidin-4-yl)-5-phenylpyridinecarboxamide